N1C=C(C2=NC=CC=C21)C2=NC1=CC=C3C(=C1C=1CCCCC21)C=NN3 7-(1H-pyrrolo[3,2-b]pyridin-3-yl)-8,9,10,11-tetrahydro-3H-pyrazolo[4,3-a]phenanthridine